1-((2R,3R,4R,5R)-3-((tert-butyldimethylsilyl)oxy)-5-(((tert-butyldimethylsilyl)oxy)methyl)-4-(fluoromethoxy)tetrahydrofuran-2-yl)pyrimidine-2,4(1H,3H)-dione [Si](C)(C)(C(C)(C)C)O[C@H]1[C@@H](O[C@@H]([C@H]1OCF)CO[Si](C)(C)C(C)(C)C)N1C(NC(C=C1)=O)=O